bispentafluoroethylsulfone FC(C(F)(F)F)(F)S(=O)(=O)C(C(F)(F)F)(F)F